7-cyano-5-(2-fluoroprop-2-yl)benzo[b]thiophene-2-thiocarboxamide C(#N)C1=CC(=CC2=C1SC(=C2)C(N)=S)C(C)(C)F